ClC1=C2C(=NC=C1)C(=C(N2)C2=CC(=NC=C2)NC(CC2=CC=C(C=C2)F)=O)C2=NC=CC=C2 N-{4-[7-chloro-3-(pyridin-2-yl)-1H-pyrrolo[3,2-b]pyridin-2-yl]pyridin-2-yl}-2-(4-fluorophenyl)acetamide